COCCN(C1=CC2=C(C=C(O2)C(=O)N)C=C1)C 6-[(2-methoxyethyl)(methyl)amino]-1-benzofuran-2-carboxamid